tert-Butyl 5-(3-(6-(cyclopropanecarboxamido)-1-(methylamino)-2,7-naphthyridin-4-yl)-2-methoxyphenyl)picolinate C1(CC1)C(=O)NC=1C=C2C(=CN=C(C2=CN1)NC)C=1C(=C(C=CC1)C=1C=CC(=NC1)C(=O)OC(C)(C)C)OC